(2R,5R,8R)-2-(4-aminobutyl)-8-benzyl-5-isobutyl-4,7,10-trioxo-14-phenyl-3,6,9,12-tetraazahexadecane NCCCC[C@@H](C)NC([C@H](NC([C@H](NC(CNCC(CC)C1=CC=CC=C1)=O)CC1=CC=CC=C1)=O)CC(C)C)=O